ethyl 3-(tert-butyl (3-ethoxy-3-oxopropyl) amino)-3-oxopropanoate C(C)(C)(C)N(C(CC(=O)OCC)=O)CCC(=O)OCC